FC1=C(\C=N\NC(=O)C2=CN=CC(=N2)C=2C=CC(=NC2)C(=O)O)C=C(C=C1)OC (E)-5-(6-(2-(2-fluoro-5-methoxybenzylidene)hydrazine-1-carbonyl)pyrazin-2-yl)picolinic acid